BrC(C(=O)OC(CSSCC(CCCCCCCCC)OC(C(C)(C)Br)=O)CCCCCCCCC)(C)C 2-(2-bromoisobutyryloxy)undecyldisulfide